ClC1=CC=C(C=C1)S(=O)(=O)NC=1C(=NN(C1C(=O)OCC)C1CC1)C1CCOCC1 ethyl 4-((4-chlorophenyl) sulfonamido)-1-cyclopropyl-3-(tetrahydro-2H-pyran-4-yl)-1H-pyrazole-5-carboxylate